NC1=NC(=NC(=N1)C1=CC=CC=C1)C1=CC=CC=C1 2-amino-4,6-diphenyl-1,3,5-triazine